1-((R)-1-(2-((R*)-1-amino-2-((1,1,1-trifluoro-2-methylpropan-2-yl)oxy)ethyl)-1H-benzo[d]imidazol-5-yl)ethyl)-5,5-difluorotetrahydropyrimidin-2(1H)-one N[C@@H](COC(C(F)(F)F)(C)C)C1=NC2=C(N1)C=CC(=C2)[C@@H](C)N2C(NCC(C2)(F)F)=O |o1:1|